(3S)-1-[3-[4-[3-[3-amino-6-(2-hydroxyphenyl)pyridazin-4-yl]-3,8-diazabicyclo[3.2.1]oct-8-yl]-2-pyridinyl]prop-2-ynyl]-N-methylpyrrolidine-3-carboxamide NC=1N=NC(=CC1N1CC2CCC(C1)N2C2=CC(=NC=C2)C#CCN2C[C@H](CC2)C(=O)NC)C2=C(C=CC=C2)O